3-trifluoromethyl-2,2-dimethyl-propyl alcohol FC(CC(CO)(C)C)(F)F